C(C)(=O)N1CCN(CC1)C1=CC=C(C=C1)NC(C1=C(C=CC=C1)NC1=C(C(=CC=C1)Cl)C)=O N-(4-(4-acetylpiperazin-1-yl)phenyl)-2-((3-chloro-2-methylphenyl)amino)benzamide